C(#N)C1=CC(=CC2=C1NC(=N2)C2=NNC=1C[C@@]3([C@H](CC21)C3)C)N(C([C@H](C)N3CCOCC3)=O)C (S)-N-(7-cyano-2-((4aS,5aR)-5a-methyl-1,4,4a,5,5a,6-hexahydrocyclopropa[f]indazol-3-yl)-1H-benzo[d]imidazol-5-yl)-N-methyl-2-morpholinopropanamide